N-(4-Cyclobutoxy-3-fluorophenyl)-6-(1H-tetrazol-5-yl)benzofuran-3-carboxamide C1(CCC1)OC1=C(C=C(C=C1)NC(=O)C1=COC2=C1C=CC(=C2)C2=NN=NN2)F